CC1=C(C(=O)P(C2=CC=CC=C2)C2=CC=CC=C2)C(=CC(=C1)C)C 2,4,6-Trimethylbenzoyl-Diphenylphosphin